ClC(CC(F)(F)F)F 1-chloro-1,3,3,3-tetrafluoropropane